C(C)C=1N=C(C(=NC1)C(=O)O)C(F)(F)F ethyl-3-trifluoromethyl-2-pyrazinecarboxylic acid